NC=1C(=CC(=C(C1)C1=CC2=C(N=C(N=C2)NCC)N2C1=NCC2)C)F 6-(5-amino-4-fluoro-2-methylphenyl)-N-ethyl-8,9-dihydroimidazo[1',2':1,6]pyrido[2,3-d]pyrimidin-2-amine